4-[(1,1,2-trifluoroethoxy)methyl]piperidine hydrochloride Cl.FC(CF)(OCC1CCNCC1)F